tert-butyl (2S)-4-[7-(8-chloro-1-naphthyl)-2-[[(2S)-1-methylpyrrolidin-2-yl]methoxy]-6,8-dihydro-5H-pyrido[3,4-d]pyrimidin-4-yl]-2-(cyanomethyl)piperazine-1-carboxylate ClC=1C=CC=C2C=CC=C(C12)N1CC=2N=C(N=C(C2CC1)N1C[C@@H](N(CC1)C(=O)OC(C)(C)C)CC#N)OC[C@H]1N(CCC1)C